4-bromo-7-(4-methoxyphenyl)benzo[c][1,2,5]thiadiazole BrC1=CC=C(C2=NSN=C21)C2=CC=C(C=C2)OC